OSO.[Na].[Fe] IRON SODIUM HYDROXYSULPHIDE